1-(3-(3-((3,3-difluorocyclopentyl)ethynyl)-1H-pyrazolo[3,4-b]pyridin-1-yl)azetidin-1-yl)-2-fluoroprop-2-en-1-one FC1(CC(CC1)C#CC1=NN(C2=NC=CC=C21)C2CN(C2)C(C(=C)F)=O)F